3-((2-(3,4,5-Trimethoxyphenyl)-1H-benzimidazol-5-yl)carbamoyl)benzoic acid methyl ester COC(C1=CC(=CC=C1)C(NC1=CC2=C(NC(=N2)C2=CC(=C(C(=C2)OC)OC)OC)C=C1)=O)=O